5-nitro-N-(1-phenyl-6-(4-(trifluoromethoxy)phenyl)-1H-pyrazolo[3,4-d]pyrimidin-4-yl)thiophene-2-carboxamide [N+](=O)([O-])C1=CC=C(S1)C(=O)NC1=C2C(=NC(=N1)C1=CC=C(C=C1)OC(F)(F)F)N(N=C2)C2=CC=CC=C2